ClC1=C(C(=C(C=C1OC)OC)Cl)C1=NC(=C2C=C(N=CC2=C1)NC1=C(C=CC=C1C)NC(C=C)=O)NCCO N-(2-((7-(2,6-dichloro-3,5-dimethoxyphenyl)-5-((2-hydroxyethyl)amino)-2,6-naphthyridin-3-yl)amino)-3-methylphenyl)acrylamide